(S,E)-N-(1-(4-bromo-2-chlorophenyl)ethylidene)-2-methylpropane-2-sulfinamide BrC1=CC(=C(C=C1)\C(\C)=N\[S@@](=O)C(C)(C)C)Cl